Cl.C(C)SC(N)=N S-ethyl-isothiourea hydrochloride